C1(CC1)C=1N=NN(C1)[C@H](C(=O)N1[C@@H](C[C@H](C1)O)C(=O)NC(C)C1=NC(=NO1)C1=CC(=C(C=C1)F)C)C(C)(C)C (2S,4r)-1-[(2S)-2-(4-cyclopropyl-triazol-1-yl)-3,3-dimethyl-butyryl]-N-[1-[3-(4-fluoro-3-methyl-phenyl)-1,2,4-oxadiazol-5-yl]ethyl]-4-hydroxy-pyrrolidine-2-carboxamide